1-(3-(methylsulfonyl)benzenesulfonyl)azetidine-3-carboxylic acid CS(=O)(=O)C=1C=C(C=CC1)S(=O)(=O)N1CC(C1)C(=O)O